tert-butyl (2s)-4-[[3-(4-bromophenyl)-4,4,4-trifluoro-3-(trifluoromethyl)butyl]sulfonimidoyl]-2-(tert-butoxycarbonylamino)butanoate BrC1=CC=C(C=C1)C(CCS(=O)(=N)CC[C@@H](C(=O)OC(C)(C)C)NC(=O)OC(C)(C)C)(C(F)(F)F)C(F)(F)F